methyl-4-(5-amino-3-oxo-7-phenyl-2,3-dihydro-[1,2,4]triazolo[4,3-c]pyrimidin-8-yl)-6-methylpyridinecarboxylic acid CC=1C(=NC(=CC1C=1C=2N(C(=NC1C1=CC=CC=C1)N)C(NN2)=O)C)C(=O)O